ClC1=NC(=CC(=C1)C1(CC(C1)=C)C(=O)NNC(NC)=S)Cl 2-(1-(2,6-dichloropyridin-4-yl)-3-methylenecyclobutane-1-carbonyl)-N-methylhydrazine-1-thiocarboxamide